CC=1C=C(NC=2C3=C(N=CN2)C=CC(=N3)N3CCN(CC3)C(=O)OC(C)(C)C)C=CC1OC1=CC3=C(N(N=N3)C)C=C1 tert-butyl 4-[4-[3-methyl-4-(1-methylbenzotriazol-5-yl)oxy-anilino]pyrido[3,2-d]pyrimidin-6-yl]piperazine-1-carboxylate